2-(4-(1-(piperidin-4-yl)-1H-1,2,3-triazol-4-yl)phenyl)-1H-benzo[d]imidazole-4-carboxamide dihydrochloride Cl.Cl.N1CCC(CC1)N1N=NC(=C1)C1=CC=C(C=C1)C1=NC2=C(N1)C=CC=C2C(=O)N